6-(4-Chlorophenyl)-3-(1-hydroxy-propan-2-yl)-8-(pyridin-3-yl)pyrido[3,4-d]pyrimidin-4(3H)-one ClC1=CC=C(C=C1)C1=CC2=C(N=CN(C2=O)C(CO)C)C(=N1)C=1C=NC=CC1